FC1=C(C=C(C=C1OC)O)I 4-Fluoro-3-iodo-5-methoxyphenol